CC1=C(C(=CC(=C1)N1CC2=C(CC1)SC(=N2)C(F)(F)F)C)NC(CC(C)(C)C)=O N-(2,6-dimethyl-4-(2-(trifluoromethyl)-6,7-dihydrothiazolo[4,5-c]pyridin-5(4H)-yl)phenyl)-3,3-dimethylbutanamide